N(=[N+]=[N-])C[C@H]1OC2=C([C@@H]1C)C1=C(N=C(S1)C1=C3N=CC(=NC3=CC(=C1)C)OC)C=C2F (7S,8S)-7-(azidomethyl)-5-fluoro-2-(2-methoxy-7-methylquinoxalin-5-yl)-8-methyl-7,8-dihydrobenzofuro[5,4-d]thiazole